6-(5-chloro-2-methyl-4-(1,1,1-trifluoro-2-methylpropan-2-yl)phenyl)-2-methyl-3-(1-methyl-1H-pyrazol-4-yl)pyridin-4(1H)-one ClC=1C(=CC(=C(C1)C1=CC(C(=C(N1)C)C=1C=NN(C1)C)=O)C)C(C(F)(F)F)(C)C